N-(tert-butyl)-3-(5-(5-(trifluoromethyl)-1,2,4-oxadiazol-3-yl)pyridin-2-yl)-3,6-diazabicyclo[3.1.1]heptane-6-carboxamide C(C)(C)(C)NC(=O)N1C2CN(CC1C2)C2=NC=C(C=C2)C2=NOC(=N2)C(F)(F)F